N-(4-morpholinophenyl)-4-(5-phenyl-4,5-dihydro-1H-pyrazol-1-yl)thieno[3,2-d]pyrimidin-2-amine O1CCN(CC1)C1=CC=C(C=C1)NC=1N=C(C2=C(N1)C=CS2)N2N=CCC2C2=CC=CC=C2